NC=1SC=C(N1)[C@@H]1N(CCC1)C1=C(C=C(C=C1F)NC(OC(C)(C)C)=O)F tert-butyl (R)-(4-(2-(2-aminothiazol-4-yl)pyrrolidin-1-yl)-3,5-difluorophenyl)carbamate